1-(6-(4-((3,4-difluorophenyl)amino)pyrido[3,2-d]pyrimidin-6-yl)-1,6-diazaspiro[3.3]heptan-1-yl)prop-2-en-1-one FC=1C=C(C=CC1F)NC=1C2=C(N=CN1)C=CC(=N2)N2CC1(CCN1C(C=C)=O)C2